3-[[(3S)-3-[2-oxo-2-[4-[5-(trifluoromethyl)pyrimidin-2-yl]piperazin-1-yl]ethyl]morpholin-4-yl]methyl]-5-(trifluoromethyl)-1H-pyridazin-6-one O=C(C[C@@H]1N(CCOC1)CC1=NNC(C(=C1)C(F)(F)F)=O)N1CCN(CC1)C1=NC=C(C=N1)C(F)(F)F